COCCN1C(C2=C(CCC1)C=CN2)=O 7-(2-methoxyethyl)-1H,4H,5H,6H,7H,8H-pyrrolo[2,3-c]azepin-8-one